FC1=NNC=C1C=1C=CC(=C(C1)O)C1=CC2=C(N=N1)N=C(S2)N(C2CNCC2)C 5-(3-fluoro-1H-pyrazol-4-yl)-2-{6-[methyl-(pyrrolidin-3-yl)amino][1,3]thiazolo[4,5-c]pyridazin-3-yl}phenol